Hexylphosphino-2,4,6-triisopropylbiphenyl C(CCCCC)PC=1C(=C(C(=CC1C(C)C)C(C)C)C1=CC=CC=C1)C(C)C